BrC=1C(=CC(=NC1)OC[C@H](C)N(S(=O)(=O)C(F)(F)F)COC)C(=O)NC1CC1 5-bromo-N-cyclopropyl-2-[(2S)-2-[methoxymethyl-(trifluoromethylsulfonyl)amino]propoxy]pyridine-4-carboxamide